Cl.ClCC[C@@H](C(=O)OCC)N ethyl (S)-4-chloro-2-aminobutyrate hydrochloride